BrC1(C(NC=2N=C(N=C(C21)Cl)Cl)=O)Br 5,5-dibromo-2,4-dichloro-5,7-dihydro-6H-pyrrolo[2,3-d]pyrimidin-6-one